NCC(C#N)C 3-amino-2-methylpropanenitrile